((3R,4S)-1-((3-chloropropyl)sulfonyl)-3-methylpiperidin-4-yl)-8-ethoxy-7-(1H-pyrazol-4-yl)-[1,2,4]triazolo[1,5-a]pyridin-2-amine ClCCCS(=O)(=O)N1C[C@@H]([C@H](CC1)C1=CC(=C(C=2N1N=C(N2)N)OCC)C=2C=NNC2)C